rac-7-bromo-4-methoxy-2-((1S*,2S*)-2-(4-methylpyrimidin-2-yl)cyclopropyl)quinoline BrC1=CC=C2C(=CC(=NC2=C1)[C@@H]1[C@H](C1)C1=NC=CC(=N1)C)OC |r|